NC1=C(C(=C(C=N1)C1=CC=C(C=C1)O)OC)C1=CC=C(C=C1)O 4-[6-amino-5-(4-hydroxyphenyl)-4-methoxy-3-pyridyl]phenol